9-Methoxy-1-(4-(morpholinomethyl)phenyl)-1,4-dihydrothiochromeno[4,3-c]pyrazole-3-carboxylic acid 5,5-dioxide COC=1C2=C(C=CC1)S(CC1=C2N(N=C1C(=O)O)C1=CC=C(C=C1)CN1CCOCC1)(=O)=O